N1=CC(=C2N1C1=C(C=C2)NCC1)C#N 7,8-dihydro-6H-pyrazolo[1,5-a]pyrrolo[2,3-e]pyridine-3-carbonitrile